CS(=O)(=O)[O-].C[NH+]1C(CCCC1)CCC 1-methyl-2-propylpiperidinium methanesulfonate